[O-]C#N.CC1=C(C=C(C=C1)C(F)(F)F)O 2-methyl-5-(trifluoromethyl)phenol cyanate